[Si](C)(C)(C(C)(C)C)OC1=CC=C(C=C1)C1C(NC(CC1)=O)=O 3-[4-[tert-butyl(dimethyl)silyl]oxyphenyl]piperidine-2,6-dione